The molecule is the dolichyl diphosphooligosaccharide(2-) species that is the dianion formed by loss of protons from the diphospho linkage in alpha-D-Glc-(1->3)-alpha-D-Man-(1->2)-alpha-D-Man-(1->2)-alpha-D-Man-(1->3)-[alpha-D-Man-(1->2)-alpha-D-Man-(1->3)-[alpha-D-Man-(1->2)-alpha-D-Man-(1->6)]-alpha-D-Man-(1->6)]-beta-D-Man-(1->4)-beta-D-GlcNAc-(1->4)-D-GlcNAc(PP-Dol); major microspecies at pH 7.3. It is a conjugate base of an alpha-D-Glc-(1->3)-alpha-D-Man-(1->2)-alpha-D-Man-(1->2)-alpha-D-Man-(1->3)-[alpha-D-Man-(1->2)-alpha-D-Man-(1->3)-[alpha-D-Man-(1->2)-alpha-D-Man-(1->6)]-alpha-D-Man-(1->6)]-beta-D-Man-(1->4)-beta-D-GlcNAc-(1->4)-D-GlcNAc(PP-Dol). CC(CC/C=C(/C)\\CC/C=C(\\C)/CC/C=C(\\C)/CCC=C(C)C)CCOP(=O)([O-])OP(=O)([O-])OC1[C@@H]([C@H]([C@@H]([C@H](O1)CO)O[C@H]2[C@@H]([C@H]([C@@H]([C@H](O2)CO)O[C@H]3[C@H]([C@H]([C@@H]([C@H](O3)CO[C@@H]4[C@H]([C@H]([C@@H]([C@H](O4)CO[C@@H]5[C@H]([C@H]([C@@H]([C@H](O5)CO)O)O)O[C@@H]6[C@H]([C@H]([C@@H]([C@H](O6)CO)O)O)O)O)O[C@@H]7[C@H]([C@H]([C@@H]([C@H](O7)CO)O)O)O[C@@H]8[C@H]([C@H]([C@@H]([C@H](O8)CO)O)O)O)O)O)O[C@@H]9[C@H]([C@H]([C@@H]([C@H](O9)CO)O)O)O[C@@H]1[C@H]([C@H]([C@@H]([C@H](O1)CO)O)O)O[C@@H]1[C@H]([C@H]([C@@H]([C@H](O1)CO)O)O[C@@H]1[C@@H]([C@H]([C@@H]([C@H](O1)CO)O)O)O)O)O)O)NC(=O)C)O)NC(=O)C